3-fluoro-N-(4-fluoro-3-{5-[4-(2,2,2-trifluoroethyl)piperazin-1-yl]-2H-pyrazolo[3,4-b]pyridin-2-yl}phenyl)azetidine-1-carboxamide FC1CN(C1)C(=O)NC1=CC(=C(C=C1)F)N1N=C2N=CC(=CC2=C1)N1CCN(CC1)CC(F)(F)F